FC=1C=C(NCCC(=O)O)C=CC1N1CCC(CC1)(CC(=O)OC)O 3-[3-fluoro-4-[4-hydroxy-4-(2-methoxy-2-oxo-ethyl)-1-piperidinyl]anilino]propanoic acid